1'-(7-bromo-6-methyl-pyrazolo[1,5-a]pyrazin-4-yl)-5-fluoro-spiro[indan-2,4'-piperidin]-1-one BrC1=C(N=C(C=2N1N=CC2)N2CCC1(CC2)C(C2=CC=C(C=C2C1)F)=O)C